(2S,5R)-7-oxo-2-(N-(6-(trifluoromethyl) nicotinoyl) carbamimidoyl)-1,6-diazabicyclo[3.2.1]octan-6-yl hydrogen sulfate S(=O)(=O)(ON1[C@@H]2CC[C@H](N(C1=O)C2)C(NC(C2=CN=C(C=C2)C(F)(F)F)=O)=N)O